C(C1=CC=CC=C1)NCCO 2-(benzyl-amino)ethanol